tert-butyl (3R)-3-[[4,5-dichloro-2-(prop-2-en-1-yloxy)phenyl][(2-methylpropane-2-sulfinyl)amino]methyl]pyrrolidine-1-carboxylate ClC1=CC(=C(C=C1Cl)C([C@H]1CN(CC1)C(=O)OC(C)(C)C)NS(=O)C(C)(C)C)OCC=C